Methyl 2-(2-((tert-butyldimethylsilyl)oxy)ethoxy)-5-(7-chloro-4-(1H-imidazol-1-yl)quinolin-2-yl)benzoate [Si](C)(C)(C(C)(C)C)OCCOC1=C(C(=O)OC)C=C(C=C1)C1=NC2=CC(=CC=C2C(=C1)N1C=NC=C1)Cl